N1C(=NC=C1)S(=O)(=O)N1CC(CC1)C(=O)N1CCN(CC1)C1=CC=NC2=CC=CC=C12 (1-((1H-imidazol-2-yl)sulfonyl)pyrrolidin-3-yl)(4-(quinolin-4-yl)piperazin-1-yl)methanone